6-bromo-5-methyl-3,4-dihydroisoquinolin-1(2H)-one BrC=1C(=C2CCNC(C2=CC1)=O)C